3-(5-((7-((1-((3r,5r,7r)-adamantan-1-yl)ethyl)amino)heptyl)amino)-2-methyl-4-oxoquinazolin-3(4H)-yl)piperidine-2,6-dione C12(CC3CC(CC(C1)C3)C2)C(C)NCCCCCCCNC2=C3C(N(C(=NC3=CC=C2)C)C2C(NC(CC2)=O)=O)=O